C(C)C(NC(=O)C1=NC(=C(C=C1)N1CC(C1)OC)OC[C@@H]1[C@H](C1)CO)(C(NCCOCCOCCOCCOCCNC(OC(C)(C)C)=O)=O)CC Tert-butyl (3,3-diethyl-1-(6-(((1S,2S)-2-(hydroxymethyl)cyclopropyl)methoxy)-5-(3-methoxyazetidin-1-yl)pyridin-2-yl)-1,4-dioxo-8,11,14,17-tetraoxa-2,5-diazanonadecan-19-yl)carbamate